CN(CCNCC)C N,N-Dimethyl-N'-ethylethylendiamin